tetracyclo[10.2.1.02,11.04,9]Pentadecane-4,6,8,13-tetraene C12C3CC4=CC=CC=C4CC3C(C=C1)C2